9-methyl-6,6-di(methyl-13C)-1-((trimethylsilyl)oxy)-6H-benzo[c]chromen-3-yl trifluoromethanesulfonate FC(S(=O)(=O)OC1=CC(=C2C3=C(C(OC2=C1)([13CH3])[13CH3])C=CC(=C3)C)O[Si](C)(C)C)(F)F